ClC=1C=2N(C=C(C1)C(F)(F)F)C=CN2 8-chloro-6-(trifluoromethyl)imidazo[1,2-a]pyridine